ClC1=C(C=CC(=C1)C)NCCCS(=O)(=O)O 3-(2-chloro-4-methyl-phenyl)amino-1-propanesulfonic acid